FC1=CC2=C(N(C=N2)C[C@@H]2CC[C@H](CC2)C(=O)N2OCC[C@H]2C2=NC=CN=C2)C=C1C#N trans-5-fluoro-1-((4-((S)-3-(pyrazin-2-yl)isoxazolidine-2-carbonyl)cyclohexyl)methyl)-1H-benzo[d]imidazole-6-carbonitrile